2-(6-methyl-2-(4-methylphenyl)imidazo[1,2-a]pyridine-3-yl)acetonitrile CC=1C=CC=2N(C1)C(=C(N2)C2=CC=C(C=C2)C)CC#N